1-[trans-2-cyanocyclohexyl]-3-[(2-hydroxy-3-methyl-1,2-benzoxaborinin-6-yl)amino]pyrazole-4-carboxamide C(#N)[C@H]1[C@@H](CCCC1)N1N=C(C(=C1)C(=O)N)NC=1C=CC2=C(C=C(B(O2)O)C)C1